(S)-11-amino-7-cyclopentyl-3-cyclopropyl-4,5,6,7-tetrahydroisoxazolo[4'',3'':6',7']cyclohepta[1',2':4,5]pyrrolo[2,3-d]pyrimidin-4-ol NC=1C2=C(N=CN1)N(C1=C2C=2C([C@H](CC1)O)=C(ON2)C2CC2)C2CCCC2